3-ethyl-N-{8-fluoro-2-methylimidazo[1,2-a]pyridin-6-yl}-5-(piperazin-1-yl)cinnoline-8-carboxamide C(C)C=1N=NC2=C(C=CC(=C2C1)N1CCNCC1)C(=O)NC=1C=C(C=2N(C1)C=C(N2)C)F